O1N=C(C2=C1C=CC=C2)C2CCN(CC2)CCN2N=CC=1N(C2=O)C=CC1 3-[2-(4-benzo[d]isoxazol-3-yl-piperidin-1-yl)-ethyl]-3H-pyrrolo[1,2-d][1,2,4]triazin-4-one